C(C)(C)(C)C1=CC=C(C=C1)NC1=CC=C(C=C1)C(C)(C)C bis(p-tert-butylphenyl)amine